4-((5-bromo-1,3,4-thiadiazol-2-yl)methyl)-6-(tert-butyl)-4,6-diazaspiro[2.4]heptane-5,7-dione BrC1=NN=C(S1)CN1C2(CC2)C(N(C1=O)C(C)(C)C)=O